(R)-1-(8-fluoroisochroman-1-yl)-N-methyl-methylamine fumarate (fumarate) C(\C=C\C(=O)O)(=O)O.C(\C=C\C(=O)O)(=O)O.FC=1C=CC=C2CCO[C@H](C12)CNC